OC1(C2=NN=C(C3=C(C=C(C(N(CCCCCC1)C)=N3)C(F)(F)F)NC(OC(C)(C)C)=O)O2)C(F)(F)F tert-butyl N-[6-hydroxy-13-methyl-6,15-bis(trifluoromethyl)-19-oxa-3,4,13,18-tetrazatricyclo[12.3.1.12,5]nonadeca-1(17),2,4,14(18),15-pentaen-17-yl]carbamate